5-cyclopropyl-2-[5-(ethylsulfonyl)-6'-(1-fluorocyclopropyl)-[3,3'-bipyridin]-6-yl]-3-methyl-6-(trifluoromethyl)-3H,4H,5H-imidazo[4,5-c]pyridin-4-one C1(CC1)N1C(C2=C(C=C1C(F)(F)F)N=C(N2C)C2=C(C=C(C=N2)C=2C=NC(=CC2)C2(CC2)F)S(=O)(=O)CC)=O